3,7-dimethylocta-1,6-dien-3-yl 2-phenyl-acetate (LINALYL PHENYL ACETATE) C(C)(C=C)(CCC=C(C)C)C(C(=O)O)C1=CC=CC=C1.C1(=CC=CC=C1)CC(=O)OC(C=C)(CCC=C(C)C)C